BrC=1C=C(C=CC1)C1(CC(C1)OCF)C1=NN=CN1C 3-((1s,3s)-1-(3-bromophenyl)-3-(fluoromethoxy)cyclobutyl)-4-methyl-4H-1,2,4-triazole